C(C)(C)(C)OC(=O)N1CC(=CC1)C1=CC=2C(=NC=CC2NC=2C=CC3=C(N=CS3)C2)S1 3-(4-(benzo[d]thiazol-5-ylamino)thieno[2,3-b]pyridin-2-yl)-2,5-dihydro-1H-pyrrole-1-carboxylic acid tert-butyl ester